C(C)(C)(C)OC(=O)NCCOCCC(=O)OC1=CC=C(C=C1)CCC(=O)O 3-[4-[3-[2-(tert-butoxycarbonylamino)ethoxy]propanoyloxy]phenyl]propanoic acid